COC1=NC(=CC2=C1C(NN=C2)=O)C2=CC=C(CNNS(=O)=O)C=C2 N-(4-(5-methoxy-4-oxo-3,4-dihydropyrido[3,4-d]pyridazin-7-yl)benzyl)aminosulfonamide